cyanomorpholin C(#N)N1CCOCC1